OC1=C(C=C(CNC(COC(\C=C/C=CC=CC=CC=CCC=CC=CCCCCCC)=O)=O)C=C1)OC docosahexen-13-enoic acid (Z)-2-((4-hydroxy-3-methoxybenzyl) amino)-2-oxoethyl ester